(3-bromo-4,5,6-trichloro-9H-pyrido[2,3-b]indol-8-yl)(methyl)carbamic acid tert-butyl ester C(C)(C)(C)OC(N(C)C=1C=C(C(=C2C3=C(NC12)N=CC(=C3Cl)Br)Cl)Cl)=O